butyl-4-hydroxy-4-hydroxyphenyl propionate C(CC)(=O)OC1=C(CC(C=C1)(O)O)CCCC